C(C)(C)(C)C=1OC(=CN1)C(=O)NC1=C(C=C(C(=C1)C1=CC=2N(C(=C1)N1CCOCC1)N=C(N2)CC)C)F 2-(Tert-butyl)-N-(5-(2-ethyl-5-morpholino-[1,2,4]triazolo[1,5-a]pyridin-7-yl)-2-fluoro-4-methylphenyl)oxazole-5-carboxamide